COC1=C(C=CC=C1)N1C[C@H]2[C@H](N3CCN(C=4C=CC=C2C34)C)CC1 (6bS,10aR)-8-(2-methoxyphenyl)-3-methyl-2,3,6b,7,8,9,10,10a-octahydro-1H-pyrido[3',4':4,5]pyrrolo[1,2,3-de]quinoxaline